F[C@@H]1[C@@H](CN(C1)C(C1=CC=C(C=C1)F)=O)NC(=O)C=1C=NC=CC1 N-[(3R,4S)-4-fluoro-1-(4-fluorobenzoyl)pyrrolidin-3-yl]pyridine-3-carboxamide